N-(5-((1r,3r)-3-(((4-isopropylpyridazin-3-yl)oxy)methyl)cyclobutyl)-1H-pyrazol-3-yl)-3-(methoxymethyl)-1-methyl-1H-pyrazole-5-carboxamide C(C)(C)C1=C(N=NC=C1)OCC1CC(C1)C1=CC(=NN1)NC(=O)C1=CC(=NN1C)COC